[N-](S(=O)(=O)C(F)(F)F)S(=O)(=O)C(F)(F)F.C(C=C)C1=NC=CN1C allyl-3-methylimidazole bis(trifluoromethanesulfonyl)imide salt